C(=C)[Si](OC(O[Si](C=C)(C)C)(O[Si](C=C)(C)C)[SiH3])(C)C tri(vinyldimethylsiloxy)methylsilane